BrC=1C=C(SC1)\C=C\1/OC2=C(C1=O)C=CC(=C2)O (Z)-2-((4-bromothien-2-yl)methylene)-6-hydroxybenzofuran-3(2H)-one